C(C)(C)(C)C=1C=C(C(=O)OC2=CC=CC=C2)C=C(C1O)C(C)(C)C phenyl 3,5-di-tert-butyl-4-hydroxybenzoate